methyl trans-4-((4-((tert-butoxycarbonyl)amino)benzyl)amino)cyclohexane-1-carboxylate C(C)(C)(C)OC(=O)NC1=CC=C(CN[C@@H]2CC[C@H](CC2)C(=O)OC)C=C1